N-(2,6-dioxo-3-piperidinyl)benzothiophene-3-carboxamide Ethyl-6-(4-chloro-3-fluorophenyl)-4-oxo-3-(trifluoromethyl)-4,5-dihydropyrazolo[1,5-a]pyrazine-2-carboxylate C(C)OC(=O)C1=NN2C(C(NC(=C2)C2=CC(=C(C=C2)Cl)F)=O)=C1C(F)(F)F.O=C1NC(CCC1NC(=O)C1=CSC2=C1C=CC=C2)=O